N[C@H](CO)CC (S)-(+)-2-aminobutanol